O1[C@H](COCC1)CNC1=C(C=C(C=C1[N+](=O)[O-])S(=O)(=O)N(CC1=CC=C(C=C1)OC)CC1=CC=C(C=C1)OC)F (S)-4-(((1,4-dioxan-2-yl)methyl)amino)-3-fluoro-N,N-bis(4-methoxybenzyl)-5-nitrobenzenesulfonamide